FC1(CC2(C1)CC(NCC2)C2=CC=C(C#N)C=C2)F 4-(2,2-difluoro-7-azaspiro[3.5]non-6-yl)benzonitrile